{(1R,3S,5S)-3-[3-chloro-4-(hydroxymethyl)phenylamino]-8-azabicyclo[3.2.1]oct-8-yl}[(R)-1-benzyl-3-piperidyl]methanone ClC=1C=C(C=CC1CO)NC1C[C@H]2CC[C@@H](C1)N2C(=O)[C@H]2CN(CCC2)CC2=CC=CC=C2